(S)-benzyl 2-amino-3-(4-(trifluoromethoxy)phenyl)propanoate N[C@H](C(=O)OCC1=CC=CC=C1)CC1=CC=C(C=C1)OC(F)(F)F